(2-Fluorophenyl)(5-{[2-(6-isopropylpyridin-3-yl)-imidazo[1,2-a]pyridin-3-yl]methyl}-2,5-diazabicyclo[2.2.2]oct-2-yl)methanon FC1=C(C=CC=C1)C(=O)N1C2CN(C(C1)CC2)CC2=C(N=C1N2C=CC=C1)C=1C=NC(=CC1)C(C)C